[Cl-].[Cl-].C(C)(C)(C)C1=CC=C(C=C1)C1=C2C=C(C(C2=CC=C1)[Zr+2])C(C)C (4-(4-(tert-butyl)phenyl)-2-isopropyl-1H-inden-1-yl)zirconium dichloride